C(C)OC(CC1=C(C(=CC=C1)OCC(=O)C=1C=C(C2=C(C=CO2)C1)Br)OCOC)=O 2-(3-(2-(7-bromobenzofuran-5-yl)-2-oxo-ethoxy)-2-(methoxymethoxy)phenyl)acetic acid ethyl ester